2-([1-(2-fluorophenyl)-5-[3-(2-methylpropoxy)phenyl]-1H-pyrazol-3-yl]methoxy)-2-methylpropanoic acid FC1=C(C=CC=C1)N1N=C(C=C1C1=CC(=CC=C1)OCC(C)C)COC(C(=O)O)(C)C